C(#N)[C@@H]1C[C@H](C1)N1C([C@H]2N([C@@H](C1)C2)C(=O)OC(C)(C)C)=O trans-tert-butyl (1S,5R)-3-(3-cyanocyclobutyl)-2-oxo-3,6-diazabicyclo[3.1.1]heptane-6-carboxylate